C(C=C)(=O)N1CCCC12CN(CCC2)C2=C1C(=C(NC1=C(C=C2F)C(=O)N)C)C 4-(1-acryloyl-1,7-diazaspiro[4.5]decan-7-yl)-5-fluoro-2,3-dimethyl-1H-indole-7-carboxamide